(2R)-2-[methoxy(methyl)carbamoyl]pyrrolidine-1-carboxylic acid tert-butyl ester C(C)(C)(C)OC(=O)N1[C@H](CCC1)C(N(C)OC)=O